Nα-lauroyl-L-arginine ethyl ester C(C)OC([C@@H](NC(CCCCCCCCCCC)=O)CCCNC(N)=N)=O